C(C)(C)(C)OC(=O)N1CC(CC1)(O)C=1C(N(C2=NC=CC(=C2C1)Cl)C)=O 3-(5-chloro-1-methyl-2-oxo-1,2-dihydro-1,8-naphthyridin-3-yl)-3-hydroxypyrrolidine-1-carboxylic acid tert-butyl ester